ClC1=CC=C(C=C1)S(=O)(=O)NC1=C(C(=O)NC=2SC=C(N2)C2=CC=CC=C2)C=CC(=C1)C(F)(F)F 2-((4-chlorophenyl)sulfonamido)-N-(4-phenylthiazol-2-yl)-4-(trifluoromethyl)benzamide